6-chloro-N-[(1S)-2-(6-fluoro-2,3-dimethylphenyl)-1-(5-oxo-4H-1,3,4-oxadiazol-2-yl)propyl]-2-(methylamino)pyridine-3-sulfonamide ClC1=CC=C(C(=N1)NC)S(=O)(=O)N[C@@H](C(C)C1=C(C(=CC=C1F)C)C)C=1OC(NN1)=O